[3-(dimethylamino) propyl]-6-(5-{[(10Z,12Z,15Z)-1-oxooctadeca-9,12,15-trienyl] oxy} pentyl)-13-methyl-8-oxo-9,13-diaza-7-oxatetradec-1-yl (10Z,12Z,15Z)-octadeca-9,12,15-trienoate C(CCCCCCC\C=C/C\C=C/C\C=C/CC)(=O)OCCCCCC(OC(NCCCN(CCCCN(C)C)C)=O)CCCCCOC(CCCCCCC\C=C/C\C=C/C\C=C/CC)=O